ClC=1C=C(C=CC1CCl)C#C[Si](C(C)C)(C(C)C)C(C)C {[3-chloro-4-(chloromethyl)phenyl]ethynyl}tri(propan-2-yl)silane